6-methoxy-1-vinyl-9H-pyrido[3,4-b]indole COC=1C=C2C3=C(NC2=CC1)C(=NC=C3)C=C